FC1(CN(CC12CC(C2)C=2C=CC=C1C=NC(=NC21)NC2CCN(CC2)S(=O)(=O)C)C(=O)OC(C)(C)C)F tert-butyl 8,8-difluoro-2-(2-((1-(methylsulfonyl)piperidin-4-yl)amino)quinazolin-8-yl)-6-azaspiro[3.4]octane-6-carboxylate